C(C)(C)(C)OC1=NC=C(C(=N1)OC(C)(C)C)C=1C=C2C(=NN1)N(N=C2O[C@@H](C(F)F)C2=NC=CC(=C2)O)C([2H])([2H])[2H] 2-[(1R)-1-[5-(2,4-ditert-butoxypyrimidin-5-yl)-1-(trideuteriomethyl)pyrazolo[3,4-c]pyridazin-3-yl]oxy-2,2-difluoro-ethyl]pyridin-4-ol